N-[5-(4-bromophenyl)-2,4-dimethyl-pyrazol-3-yl]-4-(trifluoromethoxy)-2-vinyl-benzamide BrC1=CC=C(C=C1)C=1C(=C(N(N1)C)NC(C1=C(C=C(C=C1)OC(F)(F)F)C=C)=O)C